1,1-bis(3-ethyl-4-hydroxyphenyl)undecane C(C)C=1C=C(C=CC1O)C(CCCCCCCCCC)C1=CC(=C(C=C1)O)CC